COC=1C=C(CN=C=S)C=C(C1OC)OC 3,4,5-trimethoxybenzyl isothiocyanate